ClC(=CC1=CN=C(N1C)C(C(CC(C=O)C1CC1)S(=O)(=O)CC)=O)C(F)(F)F 5-[5-(2-chloro-3,3,3-trifluoroprop-1-en-1-yl)-1-methyl-1H-imidazol-2-yl]-2-cyclopropyl-4-(ethylsulfonyl)-5-oxopentanal